tert-Butyl 3-(4-(2-ethoxy-1,1-difluoro-2-oxoethoxy)-7-(1-methyl-1H-pyrazol-3-yl)benzo[d]oxazol-2-yl)-3,8-diazabicyclo[3.2.1]octane-8-carboxylate C(C)OC(C(OC1=CC=C(C2=C1N=C(O2)N2CC1CCC(C2)N1C(=O)OC(C)(C)C)C1=NN(C=C1)C)(F)F)=O